N-{(ethoxycarbonyl)methyl}-p-menthane-3-carboxamide C(C)OC(=O)CNC(=O)C1CC(CCC1C(C)C)C